CN1CCC(CC1)CO 1-methyl-4-piperidinemethanol